ClC=1C=C(C=CC1)NN=C(C#N)C(C1=NOC(=C1)C(C)(C)C)=O (2-(3-Chlorophenyl)hydrazinylidene)-5-(1,1-dimethylethyl)-β-oxo-3-isoxazolepropanenitrile